Cl.Cl.C(CCNO)NO propanediylbishydroxylamine dihydrochloride